N(=[N+]=[N-])CCOCCOCCOCC(COCCOCC(=O)O)(C)COCCOCCOCCN=[N+]=[N-] 1-azido-11-((2-(2-(2-azidoethoxy)ethoxy)ethoxy)methyl)-11-methyl-3,6,9,13,16-pentaoxaoctadecan-18-oic acid